FC(C1=NC(=NO1)C1=CC=C(C=C1)CN1C(CCCC1)=O)(F)F [[4-[5-(trifluoromethyl)-1,2,4-oxadiazol-3-yl]phenyl]methyl]piperidin-2-one